CC1=CC=C(C=C1)S(=O)(=O)O.BrC1=CC=C(C=C1)S(=O)(=O)OCCCOC1=C(C=C(C=C1)CNC(=N)N)Br 3-(2-Bromo-4-(guanidinomethyl)phenoxy)propyl 4-bromobenzenesulfonate, p-toluenesulfonic acid salt